tert-Butyl 4-(5-((4-(((tert-butyldimethylsilyl)oxy)methyl)-6-(3,5-dichlorophenyl)-3-methylpyridin-2-yl)oxy)pyrazin-2-yl)piperazine-1-carboxylate [Si](C)(C)(C(C)(C)C)OCC1=C(C(=NC(=C1)C1=CC(=CC(=C1)Cl)Cl)OC=1N=CC(=NC1)N1CCN(CC1)C(=O)OC(C)(C)C)C